ClC1=NC(=NC(=N1)Cl)NCCCCC1CC(N(C(C1)(C)C)OCCC)(C)C 2,4-dichloro-6-[(1-propoxy-2,2,6,6-tetramethylpiperidin-4-yl)butyl-amino]-s-triazine